NCC1=CC(=NN1C(F)F)C(=O)N(C)C 5-(aminomethyl)-1-(difluoromethyl)-N,N-dimethyl-1H-pyrazole-3-carboxamide